C(C1=CC=CC=C1)(=O)OC[C@@]1(CN(C[C@@H](O1)N1C(NC(C(=C1)C)=O)=O)C(C)C)COC(C1=CC=CC=C1)(C1=CC=C(C=C1)OC)C1=CC=C(C=C1)OC [(2R,6R)-2-[[bis(4-methoxyphenyl)-phenyl-methoxy]methyl]-4-isopropyl-6-(5-methyl-2,4-dioxo-pyrimidin-1-yl)morpholin-2-yl]methyl benzoate